C(CC(C)C)C(C(=O)O)CCCCCCCCCC.C(CCCCCCCCCCC)(=O)OCCC(C)C isopentyl laurate (Isoamyl Laurate)